4-(2-bromoethyl)-4-(4-methoxy-3-methylphenyl)cyclohexanecarbonitrile BrCCC1(CCC(CC1)C#N)C1=CC(=C(C=C1)OC)C